ClC=1C(=CC(=NC1)C)C(=O)OC methyl 5-chloro-2-methyl-pyridine-4-carboxylate